7-(cyclohexylmethyl)-2-(pent-2-yloxy)imidazo[2,1-f][1,2,4]triazin-4-amine C1(CCCCC1)CC1=CN=C2C(=NC(=NN21)OC(C)CCC)N